ClC=1C=C(C=CC1)C(CNC(=O)NCC1=CC(=CC=C1)F)(C)OC 1-[2-(3-chlorophenyl)-2-methoxy-propyl]-3-[(3-fluorophenyl)methyl]urea